2-(2-methyl-1H-indol-3-yl)ethylamine CC=1NC2=CC=CC=C2C1CCN